((tetrahydrofuran-3-yl)oxy)quinazoline O1CC(CC1)OC1=NC2=CC=CC=C2C=N1